C1(=CC=CC=C1)P(O)(O)=O.CC1=CC=C(C=C1)C.CC1=CC=C(C=C1)C di(2,5-dimethylbenzene) phenylphosphonate